OC(CN1N=CC(=C1)N1N=CC2=CC=C(C=C12)OC1C=2C=CC(=CC2CCC1)C#N)(C)C 5-((1-(1-(2-Hydroxy-2-methylpropyl)-1H-pyrazol-4-yl)-1H-indazol-6-yl)oxy)-5,6,7,8-tetrahydronaphthalene-2-carbonitrile